2-carboxymethyl-1,3,4-Cyclopentanetricarboxylic acid C(=O)(O)CC1C(CC(C1C(=O)O)C(=O)O)C(=O)O